4-isopropylbenzeneethanol C(C)(C)C1=CC=C(C=C1)CCO